Cl.FC=1C=C(C=CC1N1CCNCC1)O 3-fluoro-4-(piperazin-1-yl)phenol hydrochloride